C(C1=CC=CC=C1)N1CC(N2C1=C(C(=C(C2=O)Cl)CC2=CC=CC1=CC=CC=C21)C2=CC=C(C=C2)Br)C(=O)O 1-benzyl-8-(4-bromophenyl)-6-chloro-7-(naphthalen-1-ylmethyl)-5-oxo-1,2,3,5-tetrahydroimidazo[1,2-a]pyridine-3-carboxylic acid